3-amino-propanesulfonic acid sodium salt [Na+].NCCCS(=O)(=O)[O-]